4-[(E)-3-[4-[[4-(1-Ethoxyethyl)-1H-benzimidazol-2-yl]methoxy]phenyl]prop-2-enoyl]-3-hydroxybenzoic acid C(C)OC(C)C1=CC=CC=2NC(=NC21)COC2=CC=C(C=C2)/C=C/C(=O)C2=C(C=C(C(=O)O)C=C2)O